3-chloro-5-methoxy-N-methyl-2-nitroaniline ClC=1C(=C(NC)C=C(C1)OC)[N+](=O)[O-]